C(=O)(OC(C)(C)C)N[C@H](C(=O)O)CC1=CC=C(O)C(O)=C1 Boc-DOPA